(R)-(1-(5-methyl-1H-indol-3-yl)-3-phenylpropane-2-yl)carbamic acid tert-butyl ester C(C)(C)(C)OC(N[C@@H](CC1=CNC2=CC=C(C=C12)C)CC1=CC=CC=C1)=O